(R)-N-((3R,4R)-3,8-difluoro-4-vinylchroman-4-yl)-2-methylpropane-2-sulfinamide F[C@H]1COC2=C(C=CC=C2[C@@]1(C=C)N[S@](=O)C(C)(C)C)F